ClC=1C(=CC(=C(C(=O)NC2=CC(=CC=C2)S(N)(=O)=O)C1)C1CCCC2=CC(=CC=C12)F)C(F)(F)F 5-chloro-2-(6-fluoro-1,2,3,4-tetrahydronaphthalen-1-yl)-N-(3-sulfamoylphenyl)-4-(trifluoromethyl)benzamide